1-[3-bromo-6-methyl-5-(trifluoromethyl)-2-pyridyl]-4,4-difluoro-azepane BrC=1C(=NC(=C(C1)C(F)(F)F)C)N1CCC(CCC1)(F)F